Cis-(1S,2S)-1-(2-chlorophenyl)-N1-methyl-N2-(3-phenylpropyl)cyclohexane-1,2-diamine dihydrochloride Cl.Cl.ClC1=C(C=CC=C1)[C@@]1([C@H](CCCC1)NCCCC1=CC=CC=C1)NC